2-(4,5-dichloro-6-oxopyridazin-1(6H)-yl)-N-(4-methyl-3-(N-((1-methyl-2-oxo-1,2-dihydropyridin-4-yl)methyl)sulfamoyl)phenyl)acetamide ClC=1C=NN(C(C1Cl)=O)CC(=O)NC1=CC(=C(C=C1)C)S(NCC1=CC(N(C=C1)C)=O)(=O)=O